5-(2,5-dimethyl-1,2,3,4-tetrahydroisoquinolin-7-yl)-3-((1-((2-(trimethylsilyl)ethoxy)methyl)-1H-pyrazol-3-yl)methoxy)pyrazin-2-amine CN1CC2=CC(=CC(=C2CC1)C)C=1N=C(C(=NC1)N)OCC1=NN(C=C1)COCC[Si](C)(C)C